(1R,2R,3S)-N-(8-amino-7-fluoro-6-(4-methylpyridin-3-yl)isoquinolin-3-yl)-2-(1-(2,2-difluoroethyl)-1H-pyrazol-4-yl)-3-methylcyclopropanecarboxamide NC=1C(=C(C=C2C=C(N=CC12)NC(=O)[C@H]1[C@@H]([C@@H]1C)C=1C=NN(C1)CC(F)F)C=1C=NC=CC1C)F